5-(2-methoxy-phenoxy)-1H-[2,2']bipyrimidine-4,6-dione COC1=C(OC2C(N=C(NC2=O)C2=NC=CC=N2)=O)C=CC=C1